C1(CCC1)N1C2(CC2)CC(CC1)N1N=CC2=C(C1=O)C=CC(=N2)C=2C=C(C=1N(N2)C=C(N1)C)C 6-(4-cyclobutyl-4-azaspiro[2.5]octan-7-yl)-2-(2,8-dimethylimidazo[1,2-b]pyridazin-6-yl)pyrido[2,3-d]pyridazin-5-one